3-chloro-4-(4-(2-(2-hydroxyprop-2-yl)pyridin-4-yl)thiophen-2-yl)benzoic acid ClC=1C=C(C(=O)O)C=CC1C=1SC=C(C1)C1=CC(=NC=C1)C(C)(C)O